FC(C(=O)NC1=NC=C(C(=C1)NC1=C(C(=CC=C1)C1=NN(C=N1)C)OC)C(CC)=O)F 2,2-Difluoro-N-(4-((2-methoxy-3-(1-methyl-1H-1,2,4-triazol-3-yl)phenyl)amino)-5-propionylpyridin-2-yl)acetamide